4-(6-Oxo-6-(4-(5-(trifluoromethyl)pyrimidin-2-yl)piperazin-1-yl)hexan-2-yl)-6-(prop-1-yn-1-yl)phthalazin-1(2H)-one O=C(CCCC(C)C1=NNC(C2=CC=C(C=C12)C#CC)=O)N1CCN(CC1)C1=NC=C(C=N1)C(F)(F)F